NC1=C(C=C(C(=O)NCC2=CC=C(C=C2)C)C=C1)C(C)(C)O 4-amino-3-(2-hydroxypropan-2-yl)-N-(4-methylbenzyl)benzamide